ClC1=CC(=C(COC2=CC=CC(=N2)C=2C=CC(=C3C=CN(C23)C)CC2=NC3=C(N2C[C@H]2OCC2)C=C(C=C3)C(=O)OC)C=C1)F (S)-methyl 2-((7-(6-((4-chloro-2-fluorobenzyl)oxy)pyridin-2-yl)-1-methyl-1H-indol-4-yl)methyl)-1-(oxetan-2-ylmethyl)-1H-benzo[d]imidazole-6-carboxylate